ClC1=C(C=C(OC2=C(C=C(COC3=NC(N(C(=C3)C3=CC=CC=C3)C)=O)C=C2F)F)C=C1)C(F)(F)F 4-((4-(4-chloro-3-(trifluoromethyl)phenoxy)-3,5-difluorobenzyl)oxy)-1-methyl-6-phenylpyrimidin-2(1H)-one